N1C=NC2=C1C=C(C=C2)N2C(OCC2C2=CC(=C(C(=C2)F)OCCC(F)F)F)=O 3-(1H-benzo[d]imidazol-6-yl)-4-(4-(3,3-difluoropropoxy)-3,5-difluorophenyl)oxazolidin-2-one